(1-(3-fluoro-2'-(methylsulfonyl)-[1,1'-biphenyl]-4-yl)-2-oxopiperidin-3-yl)-3-(p-tolyl)urea FC=1C=C(C=CC1N1C(C(CCC1)NC(=O)NC1=CC=C(C=C1)C)=O)C1=C(C=CC=C1)S(=O)(=O)C